N-(1,1'-biphenyl-2-yl)-N-(3,3'',5,5''-tetra-tert-butyl-1,1':3',1''-terphenyl-5'-yl)-9,9-dimethyl-9H-fluorene-2-amine C1(=C(C=CC=C1)N(C1=CC=2C(C3=CC=CC=C3C2C=C1)(C)C)C=1C=C(C=C(C1)C1=CC(=CC(=C1)C(C)(C)C)C(C)(C)C)C1=CC(=CC(=C1)C(C)(C)C)C(C)(C)C)C1=CC=CC=C1